C(CCCCC(C)(C)C)(=O)OC=C vinyl neononanate